3-[2-amino-5-(4-ethylquinazolin-6-yl)thiazol-4-yl]benzonitrile NC=1SC(=C(N1)C=1C=C(C#N)C=CC1)C=1C=C2C(=NC=NC2=CC1)CC